9-hexadecene-1,16-olide C1(CCCCCCCC=CCCCCCCO1)=O